4-((4-(azetidine-1-carbonyl)phenyl)amino)-1-(2,6-dichlorophenyl)-1H-pyrazole-3-carboxamide N1(CCC1)C(=O)C1=CC=C(C=C1)NC=1C(=NN(C1)C1=C(C=CC=C1Cl)Cl)C(=O)N